FCC(=O)O.CC1=NC(=NC(=C1)C)NC1=NC=C(C(=O)NOCC)C(=C1)NC1=C(C=C(C=C1)C)N(S(=O)(=O)C1CC1)C 6-((4,6-Dimethylpyrimidin-2-yl)amino)-N-ethoxy-4-((4-methyl-2-(N-methylcyclopropanesulfonamido)phenyl)amino)nicotinamide 2-fluoroacetate